(trans-4-(5-bromothiazol-2-yl) cyclohexyl) carbamate C(N)(O[C@@H]1CC[C@H](CC1)C=1SC(=CN1)Br)=O